ClC=1C=C(C(=NC1)N1CC(N(C2(CC(C2)C(=O)N(C)C)C1=O)CC1=CC=C(C=C1)C(F)(F)F)=O)F 8-(5-chloro-3-fluoropyridin-2-yl)-N,N-dimethyl-6,9-dioxo-5-(4-(trifluoro-methyl)benzyl)-5,8-diazaspiro[3.5]nonane-2-carboxamide